BrC(C=1C(=C(CNC(=O)[C@H]2N(C(CC2)=O)C)C=CC1)Cl)(F)F (S)-N-(3-(bromodifluoromethyl)-2-chlorobenzyl)-1-methyl-5-oxopyrrolidine-2-carboxamide